C1(CCCCC1)C1=CC=C(C=C1)N(C1=CC=2C3(C4=CC=CC=C4C2C=C1)CCCCC3)C3=CC=1C2(C4=CC=CC=C4C1C=C3)CCCCC2 N-(4-cyclohexylphenyl)-Bis(spiro[cyclohexane-1,9'-[9H]fluoren]-2'-yl)amine